racemic-1-(3-methoxyphenyl)ethylamine COC=1C=C(C=CC1)[C@@H](C)N |r|